1-[2,5-dimethoxy-4-(6,6,6-trifluorohexyl)phenyl]butan-2-amine COC1=C(C=C(C(=C1)CCCCCC(F)(F)F)OC)CC(CC)N